tantalum-gold [Au].[Ta]